ClC1=C2C(=NC=C1C=1C=C(C=CC1)N1C(CN(CC1)C(CNC([C@H](C(C)C)NC(OC(C)(C)C)=O)=O)=O)=O)NC=C2CC tert-butyl (S)-(1-((2-(4-(3-(4-chloro-3-ethyl-1H-pyrrolo[2,3-b]pyridin-5-yl)phenyl)-3-oxopiperazin-1-yl)-2-oxoethyl)amino)-3-methyl-1-oxobutan-2-yl)carbamate